2-({6-[(1,3-benzothiazol-2-yl)amino]-5-methylpyridazin-3-yl}(methyl)amino)-5-[4-(benzyloxy)piperidin-1-yl]-1,3-thiazole-4-carboxylic acid S1C(=NC2=C1C=CC=C2)NC2=C(C=C(N=N2)N(C=2SC(=C(N2)C(=O)O)N2CCC(CC2)OCC2=CC=CC=C2)C)C